1-benzyl-2-(p-tolyl)-1H-benzo[d]imidazole-4-carboxamide C(C1=CC=CC=C1)N1C(=NC2=C1C=CC=C2C(=O)N)C2=CC=C(C=C2)C